CN1CCN(CC1)C=1N=C(C2=C(N1)C=NC(=C2)CCC)NCCC=2SC=CC2 2-(4-methylpiperazin-1-yl)-6-propyl-N-(2-(thiophen-2-yl)ethyl)pyrido[3,4-d]pyrimidin-4-amine